3-(1,3-dithian-2-yl)-4-phenyl-1-(4-(trifluoromethyl)phenyl)-1H-pyrazole S1C(SCCC1)C1=NN(C=C1C1=CC=CC=C1)C1=CC=C(C=C1)C(F)(F)F